Cl.O1CC(CC1)COC=1C=C2C(=NN(C2=CC1)C1=CC=C(C=C1)C(F)(F)F)CN (5-((tetrahydrofuran-3-yl)methoxy)-1-(4-(trifluoromethyl)phenyl)-1H-indazol-3-yl)methanamine hydrochloride